C(CCCCCCC)[SiH](C)C n-Octyldimethylsilane